1-(3-(7-(2,5-dihydrofuran-3-yl)-3-(4-(trifluoromethyl)phenyl)-1H-pyrazolo[4,3-b]pyridin-1-yl)azetidin-1-yl)-2-fluoroprop-2-en-1-one O1CC(=CC1)C1=C2C(=NC=C1)C(=NN2C2CN(C2)C(C(=C)F)=O)C2=CC=C(C=C2)C(F)(F)F